[Cl-].C1CCC[N+]12CCCCCC2 5-azoniaspiro[4.6]undecane chloride